FC=1C=C(OCCC2CCC23CCN(CC3)C(=O)OC(C)C)C=CC1CC(N1CC(C1)CNC[C@@H]([C@H]([C@@H]([C@@H](CO)O)O)O)O)=O isopropyl 3-[2-[3-fluoro-4-[2-oxo-2-[3-[[[(2S,3R,4R,5R)-2,3,4,5,6-pentahydroxyhexyl]amino]methyl]azetidin-1-yl]ethyl]phenoxy]ethyl]-7-azaspiro[3.5]nonane-7-carboxylate